ClC1=C(C=C(C=C1)S(=O)(=O)NC=1C(=NC=C(C1)C)OC1=CC=C(C(=O)O)C=C1)C(F)(F)F 4-((3-((4-chloro-3-(trifluoromethyl)phenyl)sulfonamido)-5-methylpyridin-2-yl)oxy)benzoic acid